(S)-2-Amino-N-(4'-(trifluoromethoxy)-[1,1'-biphenyl]-4-yl)pentanamide hydrochloride Cl.N[C@H](C(=O)NC1=CC=C(C=C1)C1=CC=C(C=C1)OC(F)(F)F)CCC